ClC1=NC2=CC(=C(C=C2C(=N1)N[C@H](C)C1=CC(=CC=C1)C1=CC=NN1C)OC)OC (R)-2-chloro-6,7-dimethoxy-N-(1-(3-(1-methyl-1H-pyrazol-5-yl)phenyl)ethyl)quinazoline-4-amine